Diphenyl-tridecylamide phosphate P(=O)(O)(O)O.C1(=CC=CC=C1)C(C(=O)N)(CCCCCCCCCCC)C1=CC=CC=C1